COC=1C=C(C=C(C1)OC)C(C(=O)O)=C 3,5-dimethoxyphenyl-acrylic acid